N[C@H](C(=O)NCCCC(=O)O)CCCCN 4-[(2S)-2,6-diaminohexamido]butyric acid